N1(CC2(C=3C=NC=CC31)CCCC2)S(=O)(=O)C2=CC=C(C=C2)S(=O)(=O)N(C)C 4-({1',2'-dihydrospiro[cyclopentane-1,3'-pyrrolo[3,2-c]pyridin]-1'-yl}sulfonyl)-N,N-dimethylbenzene-1-sulfonamide